FC1=C(N)C=C(C=C1)C(=C)C 2-fluoro-5-(prop-1-en-2-yl)aniline